C4-cyanobenzyl bromide C(#N)C1=CC=C(CBr)C=C1